BrC=1C=C(C(=C(\C=N\S(=O)C(C)(C)C)C1)F)Cl (E)-N-(5-bromo-3-chloro-2-fluorobenzylidene)-2-methylpropane-2-sulfinamide